N1(CCC1)C[C@@H](C)OC1=C2C(=NC=NC2=CC(=C1)C=1C=NN(C1)C)NC=1C(=C2C=CC=NC2=CC1)F (R)-5-((1-(azetidin-1-yl)propan-2-yl)oxy)-N-(5-fluoroquinolin-6-yl)-7-(1-methyl-1H-pyrazol-4-yl)quinazolin-4-amine